C(C)OC(\C=C\C(N(C=1SC=CN1)CCC1=CC=NC=C1)=O)=O (E)-3-[(2-Pyridin-4-yl-ethyl)-thiazol-2-yl-carbamoyl]-acrylic acid ethyl ester